N-(4,4-difluoro-1-hydroxy-2-methylbutan-2-yl)-2-methyl-6-(p-tolyloxy)indolizine-3-carboxamide FC(CC(CO)(C)NC(=O)C1=C(C=C2C=CC(=CN12)OC1=CC=C(C=C1)C)C)F